(morpholin-4-yl)cyclobutane N1(CCOCC1)C1CCC1